2,3-dihydro-5-methyl-1H-pyrrolizine-7-carbaldehyde CC=1N2CCCC2=C(C1)C=O